ClC1=C2C(=C(NC2=CC=C1F)C(=O)N1CCN(CC1)CCN1CC(C1)OC)F (4-chloro-3,5-difluoro-1H-indol-2-yl)(4-(2-(3-methoxyazetidin-1-yl)ethyl)piperazin-1-yl)methanone